2-(2-(ethylamino)-4-methoxypyrimidin-5-yl)quinolin-6-ol C(C)NC1=NC=C(C(=N1)OC)C1=NC2=CC=C(C=C2C=C1)O